C(C)(C)NC(=O)C=1SC(=CC1)C=1C=NC=CC1 N-isopropyl-5-(pyridin-3-yl)thiophene-2-carboxamide